[Cu].[Ni].[Cr] chromium-nickel-copper